CC1=C(C(=CC(=C1)N1CCOCC1)C)NC(=O)C1OC2=C(C1)C=CC=C2 2,3-Dihydro-benzofuran-2-carboxylic acid (2,6-dimethyl-4-morpholin-4-yl-phenyl)-amide